3-(4-Iodo-1H-pyrazol-1-yl)-3-cyclopentylpropanoic acid ethyl ester C(C)OC(CC(C1CCCC1)N1N=CC(=C1)I)=O